NCCC=1C=C(C=CC1)NC=1C(=NC(=C(N1)N(C)C)CC)C(=O)N 3-((3-(2-aminoethyl)phenyl)amino)-5-(dimethylamino)-6-ethylpyrazine-2-carboxamide